CC1(COCC[C@@H]1C1=NC2=CC=C(C=C2C=C1)C=O)C 2-[(4S)-3,3-dimethyltetrahydropyran-4-yl]quinoline-6-carbaldehyde